5-((3-(trans-3-(4-(3-chloropyridin-2-yl)-1H-pyrazol-1-yl)cyclobutyl)propyl)amino)-2-(2,6-dioxopiperidin-3-yl)isoindoline-1,3-dione ClC=1C(=NC=CC1)C=1C=NN(C1)[C@@H]1C[C@H](C1)CCCNC=1C=C2C(N(C(C2=CC1)=O)C1C(NC(CC1)=O)=O)=O